C(#N)[C@@H](C)N1N=CC2=CC=C(C(=C12)OC)NC1=CC(=NC=C1C(=O)NC([2H])([2H])[2H])NC(=O)C1CC1 |o1:2| (R*)-4-((1-(1-cyanoethyl)-7-methoxy-1H-indazol-6-yl)amino)-6-(cyclopropanecarboxamido)-N-(methyl-d3)nicotinamide